fluorene-9,9-dimethanol C1=CC=CC=2C3=CC=CC=C3C(C12)(CO)CO